COC([C@@H](NC(\C=C\C1=CC(O)=C(O)C=C1)=O)CO)=O N-caffeoylserine methyl ester